C(CC)(=O)OCC1=CC(=CC=C1)C1=CC=C(C=C1)N1CC(CC1)(F)F 3-[4-(3,3-difluoropyrrolidin-1-yl) phenyl]Benzyl propionate